5-bromo-4-fluoro-1-(methyl-d3)-1H-pyrazole BrC1=C(C=NN1C([2H])([2H])[2H])F